FC=1C=C(C=C(C1)F)[C@@H](C)OC=1C=C2C(=NNC2=CC1)C=1C=NN(C1)C1CCNCC1 5-[(1R)-1-(3,5-difluorophenyl)ethoxy]-3-[1-(4-piperidyl)pyrazol-4-yl]-1H-indazole